C1(=CC=CC=C1)[C@H]1[C@@H](C1)N(C(OC(C)(C)C)=O)C1CCN(CC1)C(C(F)(F)F)=O Tert-butyl ((1R,2S)-2-phenylcyclopropyl)(1-(2,2,2-trifluoroacetyl)piperidin-4-yl)carbamate